N-{2-[(3R,4S)-4-Hydroxy-3-(pyridin-2-ylmethyl)-3,4-dihydro-2H-chromen-7-yl]phenyl}methansulfonamid O[C@H]1[C@@H](COC2=CC(=CC=C12)C1=C(C=CC=C1)NS(=O)(=O)C)CC1=NC=CC=C1